[Cl-].O=C1[C@H]2[C@H](C=3C(N1)=CSC3)C[NH2+]C2 (5aS,8aR)-5-Oxo-5,5a,6,7,8,8a-hexahydro-4H-pyrrolo[3,4-d]thieno[3,4-b]pyridin-7-ium chloride